2-chloro-4-methylsulfanyl-5-[1-(trifluoromethyl)vinyl]pyrimidine ClC1=NC=C(C(=N1)SC)C(=C)C(F)(F)F